(R)-7,7-Dimethyl-2-(1H-indol-4-yl)-6-isopropanoyl-4-(3-methylmorpholin-4-yl)-6,7-Dihydro-5H-pyrrolo[3,4-d]pyrimidine CC1(N(CC2=C1N=C(N=C2N2[C@@H](COCC2)C)C2=C1C=CNC1=CC=C2)CC(C)=O)C